divinylbenzene-MALEIC ACID C(=C)C=1C(=C(C=CC1)/C(=C/C(=O)O)/C(=O)O)C=C